C(CCCCCCCCCCCCCCCCCCCCC)(=O)NCCCN(CCCC)CCCC behenamidopropyl-dibutylamine